(S)-4-(3-(1-acryloylpyrrolidin-2-yl)-8-aminoimidazo[1,5-a]pyrazin-1-yl)-N-(4-cyanopyridin-2-yl)benzamide C(C=C)(=O)N1[C@@H](CCC1)C1=NC(=C2N1C=CN=C2N)C2=CC=C(C(=O)NC1=NC=CC(=C1)C#N)C=C2